C(C)(C)(C)OC1CN(C1)C1=CC=C(C=C1)C(=O)N1CCN(CC1)C=1OC=2C(=NC(=CC2)Cl)N1 [4-(3-tert-butoxyazetidin-1-yl)phenyl]-[4-(5-chlorooxazolo[4,5-b]pyridin-2-yl)piperazin-1-yl]methanone